Zinc chloride hydrate O.[Cl-].[Zn+2].[Cl-]